(S)-N-(7-((1-hydroxycyclobutyl)ethynyl)-5-methyl-4-oxo-2,3,4,5-tetrahydrobenzo[b][1,4]oxazepin-3-yl)-4-((2-methylpyridin-3-yl)oxy)pyridineamide OC1(CCC1)C#CC1=CC2=C(OC[C@@H](C(N2C)=O)NC(=O)C2=NC=CC(=C2)OC=2C(=NC=CC2)C)C=C1